7-(1-(adamantan-1-ylmethyl)-5-methyl-1H-pyrazol-4-yl)-3-(6-(benzo[d]thiazol-2-ylamino)-5-fluoropyridin-3-yl)imidazo[1,2-a]pyridine-8-carboxylic acid C12(CC3CC(CC(C1)C3)C2)CN2N=CC(=C2C)C2=C(C=3N(C=C2)C(=CN3)C=3C=NC(=C(C3)F)NC=3SC2=C(N3)C=CC=C2)C(=O)O